N4-hydroxy-5-amino-5-azacytidine ONC1=NC(N([C@H]2[C@H](O)[C@H](O)[C@@H](CO)O2)CN1N)=O